CC(CN1N=C(C(=C1)OC1=C(C=CC(=C1)F)C1=NC=C(C=N1)CCN)C)(C)C 2-[2-[2-[1-(2,2-dimethylpropyl)-3-methylpyrazol-4-yl]oxy-4-fluorophenyl]pyrimidin-5-yl]ethanamine